FC(C1=CC=CC(=N1)NC(=O)[C@@H]1CC12CCN(CC2)C(=O)OC(C(F)(F)F)C(F)(F)F)(F)F 1,1,1,3,3,3-hexafluoropropan-2-yl (R)-1-((6-(trifluoromethyl)pyridin-2-yl)carbamoyl)-6-azaspiro[2.5]octane-6-carboxylate